FC(C(=NO)C1=CC(=C(C=C1)OC)OC)(F)F 2,2,2-trifluoro-1-(3,4-dimethoxyphenyl)-ethanone oxime